2-(4-chloro-3-fluorophenoxy)-N-(3-{2-[3-(trifluoromethyl)phenyl]acetamido}bicyclo[1.1.1]pentan-1-yl)acetamide ClC1=C(C=C(OCC(=O)NC23CC(C2)(C3)NC(CC3=CC(=CC=C3)C(F)(F)F)=O)C=C1)F